N-(6-(Benzo[d][1,3]dioxol-5-ylamino)-1H-pyrazolo[3,4-b]pyridin-3-yl)-4-(1-methylpiperidin-4-yl)benzamid O1COC2=C1C=CC(=C2)NC2=CC=C1C(=N2)NN=C1NC(C1=CC=C(C=C1)C1CCN(CC1)C)=O